(E)-N-methyl-N-(4-phenyl-6-styrylquinolin-2-yl)cyanamide CN(C#N)C1=NC2=CC=C(C=C2C(=C1)C1=CC=CC=C1)\C=C\C1=CC=CC=C1